FC1(CN(C[C@@H](C1)N1C(C(CC1)C)=O)C(=O)OC1=NC=C(C=C1)OC(F)(F)F)F 5-(trifluoromethoxy)pyridin-2-yl (5R)-3,3-difluoro-5-(3-methyl-2-oxopyrrolidin-1-yl)piperidine-1-carboxylate